4-fluoro-N-(6-(1-methyl-1H-pyrazol-4-yl)isoquinolin-3-yl)-3-((5-methylhexahydropyrrolo[3,4-c]pyrrol-2(1H)-yl)sulfonyl)benzamide FC1=C(C=C(C(=O)NC=2N=CC3=CC=C(C=C3C2)C=2C=NN(C2)C)C=C1)S(=O)(=O)N1CC2CN(CC2C1)C